5-azido-1,3-dioxo-1H-benzo[de]isoquinolin-2(3H)-yl trifluoromethanesulfonate FC(S(=O)(=O)ON1C(C2=CC=CC=3C2=C(C1=O)C=C(C3)N=[N+]=[N-])=O)(F)F